C(C1=CC=CC=C1)OC1=C(N2C(C3=CC(=CC=C13)C1=CC(=CC=C1)Cl)=C(C=N2)C(=O)OC)Cl Methyl 6-(benzyloxy)-5-chloro-9-(3-chlorophenyl)pyrazolo[5,1-a]isoquinoline-1-carboxylate